C[C@@H]1CN(C[C@@H](N1)C(C)C)C=1N=NC(=CN1)C1=C(C=C(C=C1)C=1C=NNC1)O 2-{3-[(3r,5s)-3-methyl-5-(propan-2-yl)piperazin-1-yl]-1,2,4-triazin-6-yl}-5-(1H-pyrazol-4-yl)phenol